2-((4-(2-(hydroxymethyl)-2-phenylbenzo[d][1,3]dioxol-4-yl)piperidin-1-yl)methyl)-1-(2-methoxyethyl)-1H-benzo[d]imidazole-6-carboxylic acid OCC1(OC2=C(O1)C=CC=C2C2CCN(CC2)CC2=NC1=C(N2CCOC)C=C(C=C1)C(=O)O)C1=CC=CC=C1